CC=1C(N(C=CC1)C(CNS(=O)(=O)C)CO[C@@H]1CC[C@@H](CC1)C1=CC=CC=C1)=O N-[2-(3-methyl-2-oxo-1,2-dihydropyridin-1-yl)-3-{[(CIS)-4-phenylcyclohexyl]oxy}propyl]methane-sulfonamide